ClC1=NC=NC2=C1N(C=1C=CC=CC21)CC(F)(F)F 4-chloro-5-(2,2,2-trifluoroethyl)pyrimido[5,4-b]indol